2,4-Bis(trifluoromethyl)aniline FC(C1=C(N)C=CC(=C1)C(F)(F)F)(F)F